FC(C(=O)O)(F)F.N1N=CC(=C1)C=1N=CC(=NC1)C=1SC=2N=C(SC2N1)OC1CC(NC(C1)(C)C)(C)C 2-[5-(1H-Pyrazol-4-yl)pyrazin-2-yl]-5-[(2,2,6,6-tetramethylpiperidin-4-yl)oxy][1,3]thiazolo[5,4-d][1,3]thiazol Trifluoroacetat